(2R or S)-1-{3-[(1R)-1-aminoethyl]-2-fluorophenyl}-1,1-difluoro-2-methylbut-3-yn-2-ol hydrochloride Cl.N[C@H](C)C=1C(=C(C=CC1)C([C@@](C#C)(O)C)(F)F)F |o1:11|